FC(N1N=CC(=C1)C1=C(C=C(C=N1)NC(CC1=C(C=CC=C1)F)=O)S(N)(=O)=O)F N-{6-[1-(difluoromethyl)-1H-Pyrazol-4-yl]-5-sulfamoylpyridin-3-yl}-2-(2-fluorophenyl)acetamide